2-(1H-indole-3-yl)ethane-1-sulfonic acid N1C=C(C2=CC=CC=C12)CCS(=O)(=O)O